tert-Butyl (S)-3-((4-(2-(3-fluoro-4-((3,3,3-trifluoropropyl)sulfonamido)phenoxy)pyridin-3-yl)pyrimidin-2-yl)amino)piperidine-1-carboxylate FC=1C=C(OC2=NC=CC=C2C2=NC(=NC=C2)N[C@@H]2CN(CCC2)C(=O)OC(C)(C)C)C=CC1NS(=O)(=O)CCC(F)(F)F